Cl.Cl.CCN methylmethanamine bishydrochloride